ethyl 3-[[(1S)-4-chloro-1-(2-ethoxy-2-oxo-ethyl)indan-1-yl]-methyl-amino]propanoate ClC1=C2CC[C@@](C2=CC=C1)(CC(=O)OCC)N(CCC(=O)OCC)C